BrC=1C(=NN(C1C(=O)OC)C=1SC(=C(N1)C1=CC=C(C=C1)C(F)(F)F)CC(C)C)C Methyl 4-bromo-1-(5-isobutyl-4-(4-(trifluoromethyl) phenyl) thiazol-2-yl)-3-methyl-1H-pyrazole-5-carboxylate